2,6-bis-(2,4-dimethylphenyl)-4-(2-hydroxy-4-octyloxyphenyl)-s-triazine CC1=C(C=CC(=C1)C)C1=NC(=NC(=N1)C1=C(C=C(C=C1)OCCCCCCCC)O)C1=C(C=C(C=C1)C)C